1-(4-isopropylphenyl)-3-(2,6-dimethoxystyryl)-5-(2,6-dimethoxyphenyl)-pyrazoline C(C)(C)C1=CC=C(C=C1)N1NC(=CC1C1=C(C=CC=C1OC)OC)C=CC1=C(C=CC=C1OC)OC